BrC1=CC2=C(N=C(N2)C)C=C1 5-bromo-2-methyl-3H-1,3-benzodiazole